F[C@H]1C(OCC1)=O |r| (±)-3-fluorodihydrofuran-2(3H)-one